COC(COC1=C(C(=CC(=C1)F)F)CC)=O.BrC1=CC=C(C=C1)NC(C1=CC=CC=C1)=O N-(4-bromophenyl)benzamide methyl-2-(2-ethyl-3,5-difluorophenoxy)acetate